O1CC(C1)N1C[C@@H]2[C@H](C1)CNC2 (Cis)-5-(oxetan-3-yl)-octahydropyrrolo[3,4-c]pyrrole